OC=1C=NC=NC1C[C@@H](CO)C1=CC=C(C=C1)C#CC1=CC=C(C=C1)CN1CCOCC1 (R)-5-hydroxy-6-(3-hydroxy-2-(4-((4-(morpholinomethyl)phenyl)ethynyl)phenyl)propyl)pyrimidin